CC1=CC=CC(=N1)C1=C(N=CN1)C=1C=C2C=C(C=NC2=CC1)NCCN1C[C@@H](CC1)C(=O)O (R)-1-(2-((6-(5-(6-methylpyridin-2-yl)-1H-imidazol-4-yl)quinolin-3-yl)amino)ethyl)pyrrolidine-3-carboxylic acid